CCCCCCCCC/C=C/C=C/O tridecadienol